BrCC=1N=C2N(N=C(C=C2)Cl)C1 2-(bromomethyl)-6-chloroimidazo[1,2-b]pyridazine